2-acrylamino-2-methylpropanesulfonic acid C(=O)(C=C)NC(CS(=O)(=O)O)(C)C